C(CCC)C1=CC=C(C=C1)CCC(=O)[O-] 4-butyl-3-phenylpropionate